2'-(4,4-difluorocyclohexyl)-3,5-difluoro-[2,4'-bipyridyl]-3'-amine FC1(CCC(CC1)C1=NC=CC(=C1N)C1=NC=C(C=C1F)F)F